(8-(4-(2,6-bis(benzyloxy)pyridin-3-yl)-3,5-difluorophenyl)-1-oxa-8-azaspiro[4.5]decan-2-yl)methanol C(C1=CC=CC=C1)OC1=NC(=CC=C1C1=C(C=C(C=C1F)N1CCC2(CCC(O2)CO)CC1)F)OCC1=CC=CC=C1